(R)-2-(3-((5-(2-Hydroxy-4-(trifluoromethyl)phenyl)pyrido[2,3-d]pyridazin-8-yl)amino)piperidine-1-yl)acetamide OC1=C(C=CC(=C1)C(F)(F)F)C1=C2C(=C(N=N1)N[C@H]1CN(CCC1)CC(=O)N)N=CC=C2